Methyl 3-(3-acetoxypropyl)-7-(1-(bicyclo[1.1.1]pentan-1-yl)-5-(((4-methoxybenzyl)oxy)methyl)-3-methyl-1H-pyrazol-4-yl)-6-fluoro-1-methyl-1H-indole-2-carboxylate C(C)(=O)OCCCC1=C(N(C2=C(C(=CC=C12)F)C=1C(=NN(C1COCC1=CC=C(C=C1)OC)C12CC(C1)C2)C)C)C(=O)OC